C1CCC2=CC(=CC=C12)CN (2,3-dihydro-1H-inden-5-yl)methanamine